(E)-3-(3,4-dimethoxyphenyl)-N-(4-methoxyphenethyl)-acrylamide COC=1C=C(C=CC1OC)/C=C/C(=O)NCCC1=CC=C(C=C1)OC